2-amino-1-(2-(4-fluoro-3-(trifluoromethyl)phenyl)-3-((4-fluorophenyl)amino)-8,8-dimethyl-5,6-dihydroimidazo[1,2-a]pyrazin-7(8H)-yl)ethan-1-one NCC(=O)N1C(C=2N(CC1)C(=C(N2)C2=CC(=C(C=C2)F)C(F)(F)F)NC2=CC=C(C=C2)F)(C)C